3,6-dichloro-5-methylpyridazine ClC=1N=NC(=C(C1)C)Cl